[Sb](=O)#I antimonyl-iodine